Cl.Cl.NC(C(=O)NC1=NC(=C(C=C1)C=1C(=NN(C1CC)COCC[Si](C)(C)C)C)F)=C(C1CC1)C1CC1 (2S)-2-amino-3,3-dicyclopropyl-N-[5-[5-ethyl-3-methyl-1-(2-trimethylsilylethoxymethyl)pyrazol-4-yl]-6-fluoro-2-pyridyl]propenamide hydrochloride Hydrogen chloride